4-((2-cyanophenyl)thio)-6-(1-((R)-1-((R)-2-hydroxypropanoyl)pyrrolidin-3-yl)-1H-pyrazol-4-yl)pyrazolo[1,5-a]pyridine-3-carbonitrile C(#N)C1=C(C=CC=C1)SC=1C=2N(C=C(C1)C=1C=NN(C1)[C@H]1CN(CC1)C([C@@H](C)O)=O)N=CC2C#N